(S)-3-(azetidin-1-yl)-N-(2,2,2-trifluoro-1-(4-fluorophenyl)ethyl)propanamide N1(CCC1)CCC(=O)N[C@H](C(F)(F)F)C1=CC=C(C=C1)F